CON(C(=O)C1=CC=C2C(=CC(=NC2=C1)C1=CC=C(C=C1)C(F)(F)F)OC)C N,4-dimethoxy-N-methyl-2-(4-(trifluoromethyl)phenyl)quinoline-7-carboxamide